Bis[bis(3,5-dimethylphenyl)phosphino]methane CC=1C=C(C=C(C1)C)P(C1=CC(=CC(=C1)C)C)CP(C1=CC(=CC(=C1)C)C)C1=CC(=CC(=C1)C)C